1-[(2S,4R)-2-[4,5-bis(3-methoxyphenyl)-1H-imidazol-2-yl]-4-hydroxypyrrolidin-1-yl]-2-(3-methoxy-1,2-oxazol-5-yl)-3-methylbutan-1-one COC=1C=C(C=CC1)C=1N=C(NC1C1=CC(=CC=C1)OC)[C@H]1N(C[C@@H](C1)O)C(C(C(C)C)C1=CC(=NO1)OC)=O